COC(=O)C1CCN(CC1)C1=NC=NC(=C1)N1N=C(N=C1)C [6-(3-methyl-1,2,4-triazol-1-yl)pyrimidin-4-yl]piperidine-4-carboxylic acid methyl ester